O8-[2,2-bis[[8-[(Z)-non-3-enoxy]-8-oxo-octanoyl]oxymethyl]-3-[4-(3-pyrrolidin-1-ylpropoxycarbonyloxy)decanoyloxy]propyl] O1-[(Z)-non-3-enyl] octanedioate C(CCCCCCC(=O)OCC(COC(CCC(CCCCCC)OC(=O)OCCCN1CCCC1)=O)(COC(CCCCCCC(OCC\C=C/CCCCC)=O)=O)COC(CCCCCCC(=O)OCC\C=C/CCCCC)=O)(=O)OCC\C=C/CCCCC